C1=CC=CC=2CN=CC3=C(C21)C=CC=C3 5H-dibenzo[c,e]azepine